C(C1=CC=CC=C1)OC(CCC=C)(C(F)(F)F)C1=NN=C(O1)C1=C(C=C(C(=N1)N(CC(=O)OCC)CCC=C)C(F)(F)F)NC(=O)OC(C)(C)C ethyl 2-[[6-[5-[1-benzyloxy-1-(trifluoromethyl)pent-4-enyl]-1,3,4-oxadiazol-2-yl]-5-(tert-butoxycarbonylamino)-3-(trifluoromethyl)-2-pyridyl]-but-3-enyl-amino]acetate